ClC1=CC=C(C=C1)C=1N(C(=CN1)CC(=O)O)C1=CC=NC=C1 2-[2-(4-chlorophenyl)-1-(pyridin-4-yl)-1H-imidazol-5-yl]acetic acid